FC1=C(C=CC=C1CC=1C(OC2=CC(=CC=C2C1C)OC1=NC=CC=C1F)=O)NS(=O)(=O)C1COC1 N-[2-fluoro-3-[[7-[(3-fluoro-2-pyridyl)oxy]-4-methyl-2-oxo-chromen-3-yl]methyl]phenyl]oxetane-3-sulfonamide